FC=1C(=C(C=C(C1F)O)[C@H]1[C@@H](O[C@]([C@H]1C)(C(F)(F)F)C)C(=O)NC1=CC(=NC=C1)C(=O)N)OC 4-((2R,3S,4S,5R)-3-(3,4-difluoro-5-hydroxy-2-methoxyphenyl)-4,5-dimethyl-5-(trifluoromethyl)tetrahydrofuran-2-carboxamido)pyridineamide